BrC1=NC=CC(=C1CF)Cl 2-bromo-4-chloro-3-(fluoromethyl)pyridine